dichloropropanol-HCl Cl.ClC(CC)(O)Cl